BrC1=C(C=C(C=C1)Cl)F bromo-4-chloro-2-fluoro-benzene